2-[1-[2-(4,4-difluoro-1-piperidyl)-4-oxo-6-(trifluoromethyl)chromen-8-yl]ethylamino]benzoic acid FC1(CCN(CC1)C=1OC2=C(C=C(C=C2C(C1)=O)C(F)(F)F)C(C)NC1=C(C(=O)O)C=CC=C1)F